ClC1=CC=CC=2N1N=C(C2)[C@H]2N(CCC1=C2N=CN1)C=1OC(=NN1)C(C)(F)F (S)-2-(4-(7-chloropyrazolo[1,5-a]pyridin-2-yl)-1,4,6,7-tetrahydro-5H-imidazo[4,5-c]pyridin-5-yl)-5-(1,1-difluoroethyl)-1,3,4-oxadiazole